C(=C)C1=CC=C(OCC2OC2)C=C1 2-(4-vinylphenoxymethyl)oxirane